4-(4-(2-fluorophenyl)-4-oxobut-2-enoyl)piperazine FC1=C(C=CC=C1)C(C=CC(=O)N1CCNCC1)=O